4-[5-(6-chloro-2-oxo-4-phenyl-1H-quinolin-3-yl)-3-(2-ethylindazol-5-yl)-3,4-dihydropyrazol-2-yl]-4-oxo-butanoic acid ClC=1C=C2C(=C(C(NC2=CC1)=O)C=1CC(N(N1)C(CCC(=O)O)=O)C1=CC2=CN(N=C2C=C1)CC)C1=CC=CC=C1